C(C(=C)C)(=O)OC1CC(C(CC1)C)C 3,4-dimethyl-1-cyclohexyl methacrylate